ethyl 4-chloro-6-methylfuro[2,3-d]pyrimidine-5-carboxylate ClC=1C2=C(N=CN1)OC(=C2C(=O)OCC)C